(2S,4R)-1-[(2S)-2-(4-cyclopropyltriazol-1-yl)-3,3-dimethyl-butanoyl]-4-hydroxy-N-[1-[[3-(trifluoromethyl)phenyl]methyl]-4-piperidyl]pyrrolidine-2-carboxamide C1(CC1)C=1N=NN(C1)[C@H](C(=O)N1[C@@H](C[C@H](C1)O)C(=O)NC1CCN(CC1)CC1=CC(=CC=C1)C(F)(F)F)C(C)(C)C